OC(CCN1N=C2C=C(C(=CC2=C1)NC(C1=CC(=CC=C1)C=1SC=CN1)=O)N1CCOCC1)(C)C N-(2-(3-hydroxy-3-methylbutyl)-6-morpholino-2H-indazol-5-yl)-3-(thiazol-2-yl)benzamide